C(C)(C)C=1C(=NOC1)C(=O)N isopropyl-isoxazole-3-carboxamide